C(C)(C)(C)[AsH2] T-butylarsin